FC(C[C@@H](C(=O)NC1=NC=CC(=C1)C1=C(C2=NC=CC=C2N1)C1=NC(=CC=C1)F)C1=CC=C(C=C1)F)F (2R)-4,4-Difluoro-2-(4-fluorophenyl)-N-{4-[3-(6-fluoropyridin-2-yl)-1H-pyrrolo[3,2-b]pyridin-2-yl]pyridin-2-yl}butanamid